5-pentadecyl-1,3-dihydroxybenzene C(CCCCCCCCCCCCCC)C=1C=C(C=C(C1)O)O